BrC1=C(C(=C(C(N)(Cl)Cl)C=C1F)O)F bromo-3,5-difluoro-hydroxy-aminobenzylidene chloride